C(CC(O)(C(=O)O)CC(=O)O)(=O)O.N1(CCC1)C(=O)C=1C=C(C=2N(C1)C(=C(N2)C)C)NCC2=C(C=CC=C2C)C azetidin-1-yl-{8-[(2,6-dimethylbenzyl)amino]-2,3-dimethylimidazo[1,2-a]Pyridin-6-yl}methanone citric acid salt